N[C@@H](COC1=NC(=NC(=C1Br)C1=C(C=CC=C1C)C)NS(=O)(=O)C=1C=C(C(=O)O)C=CC1)CC(C)C 3-[[4-[(2R)-2-amino-4-methyl-pentoxy]-5-bromo-6-(2,6-dimethylphenyl)pyrimidin-2-yl]sulfamoyl]benzoic acid